(3R,4S)-3-fluoro-1-(4-(5-isopropyl-8-((2R,3S)-2-methyl-3-(methylsulfonylmethyl)azetidin-1-yl)isoquinolin-3-ylamino)pyrimidin-2-yl)-4-methylpiperidin-4-ol F[C@@H]1CN(CC[C@@]1(O)C)C1=NC=CC(=N1)NC=1N=CC2=C(C=CC(=C2C1)C(C)C)N1[C@@H]([C@H](C1)CS(=O)(=O)C)C